CCCCC/C=C\\C/C=C\\C/C=C\\C/C=C\\C/C=C\\CCCCCCCCCCCCCCCCC(=O)SCCNC(=O)CCNC(=O)[C@@H](C(C)(C)COP(=O)([O-])OP(=O)([O-])OC[C@@H]1[C@H]([C@H]([C@@H](O1)N2C=NC3=C(N=CN=C32)N)O)OP(=O)([O-])[O-])O The molecule is a polyunsaturated fatty acyl-CoA(4-) obtained by deprotonation of the phosphate and diphosphate functions of (18Z,21Z,24Z,27Z,30Z)-hexatriacontapentaenoyl-CoA; major species at pH 7.3. It is a conjugate base of a (18Z,21Z,24Z,27Z,30Z)-hexatriacontapentaenoyl-CoA.